2,2-diethyl-4-(4-bromophenyl)-1-p-nitrobenzenesulfonylpyrrolidine C(C)C1(N(CC(C1)C1=CC=C(C=C1)Br)S(=O)(=O)C1=CC=C(C=C1)[N+](=O)[O-])CC